N-(4-(4,4-difluoropiperidin-1-yl)-6-methylpyrimidin-2-yl)-4-(methylsulfonyl)-2-(6-azaspiro[2.5]octan-6-yl)benzamide FC1(CCN(CC1)C1=NC(=NC(=C1)C)NC(C1=C(C=C(C=C1)S(=O)(=O)C)N1CCC2(CC2)CC1)=O)F